N4-pentoxy-carbonyl-5'-deoxy-5-fluorocytidine C(CCCC)OC(=O)NC1=NC(N([C@H]2[C@H](O)[C@H](O)[C@@H](C)O2)C=C1F)=O